benzyl 4-hydroxy-3-methoxy-benzoate OC1=C(C=C(C(=O)OCC2=CC=CC=C2)C=C1)OC